The molecule is a 2-hydroxy-3-(2-methoxyphenoxy)propyl carbamate that has S configuration. Both (R)- and (S)-methocarbamol have muscle relaxant properties, with the (R)-enantiomer being more active than the (S)-enantiomer. It has a role as a muscle relaxant. It is an enantiomer of a (R)-methocarbamol. COC1=CC=CC=C1OC[C@@H](COC(=O)N)O